ClC1=CC=C(CN2CCC(CC2)N2C3=C(N(C(C2=O)=O)C)C=CC(=N3)C)C=C1 4-(1-(4-chlorobenzyl)piperidin-4-yl)-1,6-dimethyl-1,4-dihydropyrido[2,3-b]pyrazine-2,3-dione